C1N(CCC2=CC=CC=C12)C[C@H](CN1CCOC2=C(C1=O)C=CC(=C2)CN2CCN(CC2)C)O 4-[(2R)-3-(3,4-dihydro-1H-isoquinolin-2-yl)-2-hydroxy-propyl]-8-[(4-methylpiperazin-1-yl)methyl]-2,3-dihydro-1,4-benzoxazepin-5-one